C(#C)[C@@H]1[C@H](C1)C(=O)OCC ethyl (1S,2S)-2-ethynylcyclopropane-1-carboxylate